C(C)(C)(C)OC(=O)N1C[C@@H](CCC1)NC=1C2=C(N=CN1)NC=C2C2C(C2)COC (3R)-3-((5-(2-(methoxymethyl)cyclopropyl)-7H-pyrrolo[2,3-d]pyrimidin-4-yl)amino)piperidine-1-carboxylic acid tert-butyl ester